(Z)-tetradeca-11-en-1-yl acetate C(C)(=O)OCCCCCCCCCC\C=C/CC